4-(6-(benzyloxy)pyridin-2-yl)piperazine-1-carboxylic acid tert-butyl ester C(C)(C)(C)OC(=O)N1CCN(CC1)C1=NC(=CC=C1)OCC1=CC=CC=C1